4-(aminomethyl)-6-(4-(tert-butyl)-2-hydroxyphenyl)-2-methylnicotinic acid NCC1=CC(=NC(=C1C(=O)O)C)C1=C(C=C(C=C1)C(C)(C)C)O